CN1N=C(C=C1C)NC1=NC=C(C(=N1)C1=CNC2=C(C=CC=C12)N1C(C2=CC=CC(=C2C1)NC(=O)N1C(NCC1)=O)=O)C N-(2-(3-(2-((1,5-dimethyl-1H-pyrazol-3-yl)amino)-5-methylpyrimidin-4-yl)-1H-indol-7-yl)-1-oxoisoindolin-4-yl)-2-oxoimidazolidine-1-carboxamide